CN1N=C(C=C1C(F)(F)F)\C=C\[N+](=O)[O-] 1-methyl-3-[(1E)-2-nitroethenyl]-5-(trifluoromethyl)-1H-pyrazole